(2S,4S)-2-((TERT-BUTYLDIPHENYLSILYL)OXY)-N,N-BIS(4-METHOXYBENZYL)OCT-7-ENE-4-SULFONAMIDE [Si](C1=CC=CC=C1)(C1=CC=CC=C1)(C(C)(C)C)O[C@@H](C)C[C@H](CCC=C)S(=O)(=O)N(CC1=CC=C(C=C1)OC)CC1=CC=C(C=C1)OC